(S)-N4-(benzo[d]thiazol-2-yl)-N2-(piperidin-3-yl)-5-(trifluoromethyl)pyrimidine-2,4-diamine S1C(=NC2=C1C=CC=C2)NC2=NC(=NC=C2C(F)(F)F)N[C@@H]2CNCCC2